2-[2,6-bis(oxo)-piperidin-3-yl]-5-[2-[2-[2-[2-[2-[2-[[5-[4-(1H-pyrrolo[2,3-c]pyridin-2-yl)phenyl]pyridin-2-yl]-amino]ethoxy]ethoxy]ethoxy]ethoxy]ethoxy]ethoxy]isoindole-1,3-dione O=C1NC(CCC1N1C(C2=CC=C(C=C2C1=O)OCCOCCOCCOCCOCCOCCNC1=NC=C(C=C1)C1=CC=C(C=C1)C1=CC=2C(=CN=CC2)N1)=O)=O